[N+](=O)([O-])CC(=O)[O-].[Ni+2].[N+](=O)([O-])CC(=O)[O-] nickel nitroacetate